C1=CC(=C[N+](=C1)[O-])/C(=N/O)/N N-Hydroxy-1-oxy-nicotinamidine